beta-alanine butyl ester C(CCC)OC(CCN)=O